FC1=C2CCN(C2=CC(=C1)F)C1=C2C[C@@H]([C@H](C2=C(C=C1)S(=O)(=O)C)O)F (1S,2S)-4-(4,6-difluoroindolin-1-yl)-2-fluoro-7-(methylsulfonyl)-2,3-dihydro-1H-inden-1-ol